4-phenylacetophenone CC(=O)C1=CC=C(C=C1)C2=CC=CC=C2